14H-dibenzo[a,j]xanthene C1=CC=CC=2C=CC=3OC=4C=CC5=C(C4CC3C21)C=CC=C5